2-fluoro-4-(2-hydroxyprop-2-yl)benzamide FC1=C(C(=O)N)C=CC(=C1)C(C)(C)O